ClC=1C=C2N(N=CC(=C2C(C)C)C(=O)N[C@H]2CCOC3=C2C=CC=C3)C1C1=C(C(=CC(=C1)F)Cl)Cl 6-chloro-7-(2,3-dichloro-5-fluorophenyl)-N-[(4S)-3,4-dihydro-2H-1-benzopyran-4-yl]-4-(propan-2-yl)pyrrolo[1,2-b]pyridazine-3-carboxamide